C1(CCC1)N1C(=NC2=C1C=C(C=C2)C=2N=NNN2)C=2N(C(C(=C(N2)C(=O)NC=2C=NOC2)O)=O)C 2-(1-cyclobutyl-6-(2H-tetrazol-5-yl)-1H-benzo[d]imidazol-2-yl)-5-hydroxy-N-(isoxazol-4-yl)-1-methyl-6-oxo-1,6-dihydropyrimidine-4-carboxamide